FC1(CCC(CC1)C1=NC=CC(=C1NC(=O)C1CC(C1)C(F)(F)F)C1=C(C=CC(=C1)F)F)F N-(2-(4,4-difluorocyclohexyl)-4-(2,5-difluorophenyl)pyridin-3-yl)-3-(trifluoromethyl)cyclobutane-1-carboxamide